3-((2-(m-tolyl)quinolin-4-yl)thio)propyl 2-oxo-2H-chromene-3-carboxylate O=C1OC2=CC=CC=C2C=C1C(=O)OCCCSC1=CC(=NC2=CC=CC=C12)C=1C=C(C=CC1)C